1-methyl-N-((6-((5-methyl-1,3,4-thiadiazol-2-yl)methoxy)-1H-indol-2-yl)methyl)cyclopropane-1-carboxamide CC1(CC1)C(=O)NCC=1NC2=CC(=CC=C2C1)OCC=1SC(=NN1)C